1-benzyl-1H-pyrazole-4-carboxylate C(C1=CC=CC=C1)N1N=CC(=C1)C(=O)[O-]